[Ge+4].NC=1C=CC(=C2CN(C(C12)=O)CC(C(=O)NCC1=C(C=C(C=C1)OC)OC)=C)Br 2-[(7-amino-4-bromo-1-oxo-isoindolin-2-yl)methyl]-N-[(2,4-dimethoxyphenyl)methyl]prop-2-enamide Germanium(IV)